COC(=O)[C@@H]1C[C@H](CCC1)OC1=CC=C(C=C1)C=1N=NN(C1CNS(=O)(=O)C1=CC=CC=C1)C |r| (+/-)-(1S,3S)-3-(4-(1-methyl-5-(benzenesulfonylaminomethyl)-1H-1,2,3-triazol-4-yl)phenoxy)cyclohexane-1-carboxylic acid methyl ester